[N+](=O)([O-])C1=C(C=C(C=C1)C=1SC=CC1)NC(OCC1CNC1)=O azetidin-3-ylmethyl (2-nitro-5-(thiophen-2-yl)phenyl)carbamate